ClC1=CC(=C(OCC=2C=NC=C(C#N)C2)C=C1OCC=1C(=C(C=CC1)C1=C(C(=CC=C1)OCC1CN(CCC1)C)Cl)C)CNCC1=NC=C2N1C=CC=C2 5-((4-chloro-5-((2'-chloro-2-methyl-3'-((1-methylpiperidin-3-yl)methoxy)-[1,1'-biphenyl]-3-yl)methoxy)-2-(((imidazo[1,5-a]pyridin-3-ylmethyl)amino)methyl)phenoxy)methyl)nicotinonitrile